(5-bromo-3-pyridyl)methanol BrC=1C=C(C=NC1)CO